racemic-2-(2-(2-(trifluoromethyl)oxetan-2-yl)phenoxy)pyridin-3-amine FC([C@]1(OCC1)C1=C(OC2=NC=CC=C2N)C=CC=C1)(F)F |r|